(1R,3S)-3-[5-({[4-(meth-oxymethyl)-2-(methyl-sulfonyl)phenyl]acetyl}-amino)-1H-pyrazol-3-yl]-cyclopentyl (2S)-butan-2-ylcarbamate C[C@@H](CC)NC(O[C@H]1C[C@H](CC1)C1=NNC(=C1)NC(CC1=C(C=C(C=C1)COC)S(=O)(=O)C)=O)=O